4-methyl-6-((1-methyl-1H-pyrazol-3-yl)methyl)-2-(2-(pyridin-3-yl)ethyl)-4H-thiazolo[5',4':4,5]pyrrolo[2,3-d]pyridazin-5(6H)-one CN1C2=C(C3=C1C(N(N=C3)CC3=NN(C=C3)C)=O)SC(=N2)CCC=2C=NC=CC2